8-(5-{3-Fluoro-7-[(2R)-2-methylpyrrolidin-1-yl]-6,7,8,9-tetrahydro-5H-benzo[7]annulen-2-yl}-1H-pyrazolo[3,4-b]pyridin-3-yl)-2,3,4,5-tetrahydro-1,4-benzoxazepin-5-one FC1=CC2=C(CCC(CC2)N2[C@@H](CCC2)C)C=C1C=1C=C2C(=NC1)NN=C2C2=CC1=C(C(NCCO1)=O)C=C2